C1(C=CC(N1C=1C=C(OC2=CC=C(C=C2)C(C)(CC)C2=CC=C(C=C2)OC2=CC(=CC=C2)N2C(C=CC2=O)=O)C=CC1)=O)=O 2,2-bis[4-(3-maleimidophenoxy)phenyl]butane